BrCC1CCC(N1C)=O 5-(bromomethyl)-1-methylpyrrolidin-2-one